C(C)OP(=O)(OCC)C1=CC=C(C=C1)C1=C(C=C(C=C1)C1=CC(=C(C=C1)C1=CC=C(C=C1)CCC)F)F 4-[4-(4-diethoxyphosphorylphenyl)-3-fluoro-phenyl]-2-fluoro-1-(4-propylphenyl)benzene